BrC=1N=C(SC1)[C@H]([C@@H](C(=O)OCC)NC(=O)OC(C)(C)C)OCCN(C)C ethyl (2S,3S)-3-(4-bromothiazol-2-yl)-2-((tert-butoxy carbonyl)amino)-3-(2-(dimethylamino)ethoxy)propanoate